2-(2,3-difluorophenyl)-2-methyl-4-trimethylsiloxy-5-amino-3(2H)-furanone FC1=C(C=CC=C1F)C1(OC(=C(C1=O)O[Si](C)(C)C)N)C